C(C)(C)(C)OC(=O)N1C(=CC2=CC=CC=C12)C(=O)Cl tert-butyl-2-(chlorocarbonyl)-1H-indole-1-carboxylate